CC(C)C1=CC2=C(C=C1)[C@]3(CCCC([C@@H]3CC2)(C)C)C abietatriene